1,2,3,4-tetrahydroxyquinoline ON1C(C(=C(C2=CC=CC=C12)O)O)O